5-fluoro-N-(2-fluorobenzyl)-2-methoxynicotinamide FC=1C=NC(=C(C(=O)NCC2=C(C=CC=C2)F)C1)OC